4,5-diethyl-1,2-phenylenediamine C(C)C1=CC(=C(C=C1CC)N)N